CN1C(=NC(=C1)C(F)(F)F)C1=CC=C(C=C1)CN (4-(1-Methyl-4-(trifluoromethyl)-1H-imidazol-2-yl)phenyl)methanamine